N-((4R,5S,7R,8R,9S,10R)-8,10-dihydroxy-7-(hydroxymethyl)-9-(4-(3,4,5-Trifluorophenyl)-1H-1,2,3-triazol-1-yl)-1,6-dioxaspiro[4.5]decan-4-yl)-4-fluoro-1H-indole-3-carboxamide O[C@H]1[C@H](O[C@@]2([C@@H](CCO2)NC(=O)C2=CNC3=CC=CC(=C23)F)[C@@H]([C@H]1N1N=NC(=C1)C1=CC(=C(C(=C1)F)F)F)O)CO